methyl 3,4-difluorobenzoyl-1H-pyrrole-2-carboxylate FC=1C=C(C(=O)N2C(=CC=C2)C(=O)OC)C=CC1F